NC[C@H]1NC([C@H](SCC1)C1=CC(=C(C=C1)OC1=CC=CC=C1)Cl)=O (2R,5S)-5-(aminomethyl)-2-(3-chloro-4-phenoxy-phenyl)-1,4-thiazepan-3-one